F[C@H]1CN(CC[C@H]1NC=1C=2C=C(N(C2C=CC1)CC(F)(F)F)C1=NOC(=N1)CNC1=C2C=CN(C2=CC=C1)C)C N-[(3S,4R)-3-fluoro-1-methylpiperidin-4-yl]-2-(5-{[(1-methyl-1H-indol-4-yl)amino]methyl}-1,2,4-oxadiazol-3-yl)-1-(2,2,2-trifluoroethyl)-1H-indol-4-amine